3-{4-amino-5-[(3,3-difluoroazetidin-1-yl)methyl]pyrrolo[2,1-f][1,2,4]triazin-7-yl}-N-[(3R,4S)-4-fluoro-1-(2-hydroxy-2-methylpropanoyl)pyrrolidin-3-yl]benzamide NC1=NC=NN2C1=C(C=C2C=2C=C(C(=O)N[C@@H]1CN(C[C@@H]1F)C(C(C)(C)O)=O)C=CC2)CN2CC(C2)(F)F